ClCCCOCC(=O)N 2-(3-Chloropropoxy)acetamide